CCOC(=O)C#C The molecule is the ethyl ester of prop-2-ynoic acid. It is a ynoate ester, a terminal acetylenic compound and an ethyl ester.